(S)-2-((1-(3-(3,5-dimethylphenyl)-1-methyl-1,2,4-triazol-5-yl)ethyl)carbamoyl)-4-methoxypyridin-3-yl ethyl carbonate C(OC=1C(=NC=CC1OC)C(N[C@@H](C)C1=NC(=NN1C)C1=CC(=CC(=C1)C)C)=O)(OCC)=O